O[C@H]1[C@H](O[C@@]2([C@@H](CCO2)NC(CC2=CC=CC3=CC=CC=C23)=O)[C@@H]([C@H]1N1N=NC(=C1)C1=CC(=C(C(=C1)F)F)F)O)CO N-((4R,5S,7R,8R,9S,10R)-8,10-dihydroxy-7-(hydroxymethyl)-9-(4-(3,4,5-trifluorophenyl)-1H-1,2,3-triazol-1-yl)-1,6-dioxaspiro[4.5]decan-4-yl)-2-(naphthalen-1-yl)acetamide